C(=O)(O)C1CC2=CC(=CC=C2CC1)OC=1C=C(C=CC1)C1=CC(=CC=C1)Cl 2-carboxy-7-((3'-chloro-[1,1'-biphenyl]-3-yl)oxy)-1,2,3,4-tetrahydronaphthalene